C(C)C1(OC2=C(C(C1)=O)C=C(C=C2)C2=NOC(=N2)C=2C=NC=C(C2)O)CC 2,2-diethyl-6-[5-(5-hydroxypyridin-3-yl)-1,2,4-oxadiazol-3-yl]-3,4-dihydro-2H-1-benzopyran-4-one